1,1,1-trifluoro-3-hydroxypropan-2-yl 4-(3,9-difluoro-5,6-dihydroimidazo[1,2-a][1,8]naphthyridin-8-yl)piperidine-1-carboxylate FC1=CC=2CCC=3N(C2N=C1)C(=C(N3)C3CCN(CC3)C(=O)OC(C(F)(F)F)CO)F